[N+](=O)([O-])C1=C(C=C(C(=O)OC)C=C1)NCC1=CN=CN1CC(F)(F)F methyl 4-nitro-3-(((1-(2,2,2-trifluoroethyl)-1H-imidazol-5-yl)methyl)amino)benzoate